2-methyl-N-(1-phenylethyl)propan-2-amine CC(C)(C)NC(C)C1=CC=CC=C1